bis-methylsuccinic acid CC(C(C(=O)O)C)C(=O)O